racemic-((1R,4R,5R)-2-azabicyclo[2.1.1]Hex-5-yl)carbamic acid tert-butyl ester C(C)(C)(C)OC(N[C@@H]1[C@H]2CN[C@@H]1C2)=O |r|